COC(=O)C1=CC=CC=2SC3=CC=CC=C3C(C12)=O 1-methoxy-carbonyl-thioxanthone